1-butyl-1-(2-(2-cyano-6-methylphenoxy)ethyl)azocan-1-ium trifluoroacetate salt FC(C(=O)[O-])(F)F.C(CCC)[N+]1(CCCCCCC1)CCOC1=C(C=CC=C1C)C#N